1-(4-methylphenyl)-1H-pyrrole-2,5-dione CC1=CC=C(C=C1)N1C(C=CC1=O)=O